ClC1=NC=CC(=N1)N 2-Chloropyrimidine-4-amine